N-(3-(5-((4-chloro-1-(tetrahydro-2H-pyran-2-yl)-1H-indazol-5-yl)amino)-1,3,4-oxadiazol-2-yl)phenyl)-1-methyl-1H-pyrazole-4-carboxamide ClC1=C2C=NN(C2=CC=C1NC1=NN=C(O1)C=1C=C(C=CC1)NC(=O)C=1C=NN(C1)C)C1OCCCC1